ClC=1C=CC=C2CCC(CC12)(C)N1CC2=C(CC1)N=C(N2)C2=C(C=CC=C2)Cl 5-(8-chloro-2-methyl-1,2,3,4-tetrahydronaphthalen-2-yl)-2-(2-chlorophenyl)-4,5,6,7-tetrahydro-3H-imidazo[4,5-c]pyridine